FC(C=1C(=C(C=CC1)[C@@H](C)NC1=CN=NC2=CC=C(C=C12)C1=CCC(CC1)C(=O)NC1COC1)F)F 4-(4-((R)-1-(3-(difluoromethyl)-2-fluorophenyl)ethylamino)cinnolin-6-yl)-N-(oxetan-3-yl)cyclohex-3-enecarboxamide